2-(2-(4-chloro-2-fluorophenyl)-2,6-diazaspiro[3.4]octan-6-yl)aniline ClC1=CC(=C(C=C1)N1CC2(C1)CN(CC2)C2=C(N)C=CC=C2)F